CN1CN(CC1)C(CN)CCCC 2-(3-methylimidazolidin-1-yl)hexylamine